FC(C1=CC(=NC=2N1N=CC2CO)C2=CC(=C(C=C2)C)C)F (7-difluoromethyl-5-(3,4-dimethylphenyl)pyrazolo[1,5-a]pyrimidin-3-yl)methanol